N1=C(C=CC=C1)C1(CC1)NC(=O)[C@@H]1CN(CC[C@H]1NC(=O)C1=CC(=NO1)C1=C(C=C(C=C1)F)F)C1CCCC1 |o1:12,17| (3R*,4R*)-1-Cyclopentyl-4-{[3-(2,4-difluoro-phenyl)-isoxazole-5-carbonyl]-amino}-piperidine-3-carboxylic acid (1-pyridin-2-yl-cyclopropyl)-amide